ClC1=NSC(=C1Cl)COC1=NSC2=C1C=CC=C2 3-(3,4-dichloro-1,2-thiazol-5-ylmethoxy)-1,2-benzothiazole